3-(4-(4,4,5,5-tetramethyl-1,3,2-dioxaborolan-2-yl)-1,2,3,6-tetrahydropyridine-1-carbonyl)oxetane-3-carbonitrile CC1(OB(OC1(C)C)C=1CCN(CC1)C(=O)C1(COC1)C#N)C